2-propoxy-5-ethylidenecyclohexan C(CC)OC1CCC(CC1)=CC